Nα-lauroyl-arginine ethyl ester HCl salt Cl.C(C)OC([C@@H](NC(CCCCCCCCCCC)=O)CCCNC(N)=N)=O